C(C1=CC=CC=C1)C(C(=O)C1=CC=C(C=C1)N1CCOCC1)(CC)N(C)C 2-benzyl-2-Dimethylamino-1-(4-morpholinophenyl)butane-1-one